NC1=CC=C(N=N1)C1CCN(CC1)C(=O)C1=CC(=C(C=C1)C=1C=NC(=CC1)OCC1C(C1)(F)F)OC [4-(6-Amino-pyridazin-3-yl)-piperidin-1-yl]-{4-[6-(2,2-difluoro-cyclopropylmethoxy)-pyridin-3-yl]-3-methoxy-phenyl}-methanone